N-Butylcarbamic acid 7-[4-(4-benzo[b]thiophen-4-ylpiperazin-1-yl)butoxy]-4,4-dimethyl-2-oxo-3,4-dihydro-2H-quinolin-1-ylmethyl ester S1C2=C(C=C1)C(=CC=C2)N2CCN(CC2)CCCCOC2=CC=C1C(CC(N(C1=C2)COC(NCCCC)=O)=O)(C)C